C(C)(C)(C)C1=NC(=NO1)C(=O)N[C@H]1C2=C(CN(CC1)CC(F)(F)F)C=C(C=C2)C2=NC(=NC=C2)NC=2C=NN(C2)C (R)-5-(tert-butyl)-N-(8-(2-((1-methyl-1H-pyrazol-4-yl)amino)pyrimidin-4-yl)-2-(2,2,2-trifluoroethyl)-2,3,4,5-tetrahydro-1H-benzo[c]azepin-5-yl)-1,2,4-oxadiazole-3-carboxamide